COC1=C(C(=CC=C1)OC)S(=O)(=O)NC1=NOC2=C1C[C@@H](C1=CC=C(C=C12)OC)C |o1:20| rel-(S)-2,6-dimethoxy-N-(8-methoxy-5-methyl-4,5-dihydronaphtho[2,1-d]isoxazol-3-yl)benzenesulfonamide